ClC1=C(C=CC(=C1NC=1C(=C2C(N(C=NC2=CC1)C)=O)C)F)NS(=O)(=O)C1=CC=CC=C1 N-(2-chloro-3-((3,5-dimethyl-4-oxo-3,4-dihydroquinazolin-6-yl)amino)-4-fluorophenyl)benzene-sulfonamide